2-(4-oxocyclohexyl)acetic acid O=C1CCC(CC1)CC(=O)O